S1C2=C(C(=C1)C=1C=CC(=C(C1)NC1=NC=NC3=CC(=C(C=C13)OC1CN(C1)C(C=C)=O)OC)OC)C=CC=C2 1-(3-((4-((5-(benzo[b]thiophen-3-yl)-2-methoxyphenyl)amino)-7-methoxyquinazolin-6-yl)oxy)azetidine-1-yl)prop-2-en-1-one